BrC=1C=C(C(=NC1)[N+](=O)[O-])O[C@H](C)C1=C(C(=CC(=C1)F)F)C1=NC=CC=C1CC1=CC(=NN1C(=O)N(C)C)C#N 5-((2-(2-((R)-1-((5-bromo-2-nitropyridin-3-yl)oxy)ethyl)-4,6-difluorophenyl)pyridin-3-yl)methyl)-3-cyano-N,N-dimethyl-1H-pyrazole-1-carboxamide